6-methoxy-6-(3-(3-methyl-1H-pyrazol-1-yl)phenyl)-2-morpholino-N-(pyridin-4-yl)pyrimidin-4-amine COC1(C=C(N=C(N1)N1CCOCC1)NC1=CC=NC=C1)C1=CC(=CC=C1)N1N=C(C=C1)C